C1(CCC1)C[C@H](C(=O)N1CC2(CCCC2)[C@](CC1)(O)CN1C(C=C(C(=C1)C(=O)N1CCNCC1)C1CC1)=O)C 1-(((S)-7-((R)-3-cyclobutyl-2-methylpropanoyl)-10-hydroxy-7-azaspiro[4.5]decan-10-yl)methyl)-4-cyclopropyl-5-(piperazine-1-carbonyl)pyridin-2(1H)-one